ClC=1C(=CC(=C(N)C1)F)C=1C=C2C=NN(C2=CC1)C 5-Chloro-2-fluoro-4-(1-methyl-1H-indazol-5-yl)aniline